C(C1=CC=CC=C1)N1C(C2=CC(=C(C=C2C1)C(=O)NC[C@@H](O)[C@H]1N(CC2=CC=CC=C2C1)C(=O)OC(C)(C)C)OC)=O tert-butyl (S)-3-((R)-2-(2-benzyl-6-methoxy-1-oxoisoindoline-5-carboxamido)-1-hydroxyethyl)-3,4-dihydroisoquinoline-2(1H)-carboxylate